FC1=C(C(=C(C=C1OC)OC)F)N1CC2=CN=C(C=C2C2(C1=O)CC2)C=2C=NN(C2)CCN2CCC(CC2)OC 2'-(2,6-difluoro-3,5-dimethoxyphenyl)-6'-(1-(2-(4-methoxypiperidin-1-yl)ethyl)-1H-pyrazol-4-yl)-1'H-spiro[cyclopropane-1,4'-[2,7]naphthyridine]-3'(2'H)-one